NC(C(=O)O)(CCCCB(O)O)CCN1CCC(CC1)OC 2-amino-6-borono-2-(2-(4-methoxypiperidin-1-yl)ethyl)hexanoic acid